C(#N)C=1C=C2C[C@H](COC2=CC1)NC(=O)C1=NN2C(OC(C2)CCCOC(F)(F)F)=C1 N-((R)-6-cyanochroman-3-yl)-2-(3-(trifluoromethoxy)propyl)-2,3-dihydropyrazolo[5,1-B]oxazole-6-carboxamide